tert-butyl 4-[2-[4-[6-(trifluoromethyl)-2-[(2R)-2-(trifluoromethyl)azetidin-1-yl]pyrimidin-4-yl]pyrazol-1-yl]acetyl]piperazine-1-carboxylate FC(C1=CC(=NC(=N1)N1[C@H](CC1)C(F)(F)F)C=1C=NN(C1)CC(=O)N1CCN(CC1)C(=O)OC(C)(C)C)(F)F